1,3,5-trichlorotriazine C1(=NC(=NC(=N1)Cl)Cl)Cl